3-((2-(4-(difluoromethoxy)phenyl)-8-methoxy-2,3-dihydrobenzo[b][1,4]dioxin-6-yl)methyl)-3H-imidazo[4,5-b]pyridine hydrochloride Cl.FC(OC1=CC=C(C=C1)C1COC2=C(O1)C(=CC(=C2)CN2C=NC=1C2=NC=CC1)OC)F